5H-[1]benzopyrano[2,3-d]pyrimidin N1=CN=CC2=C1OC1=C(C2)C=CC=C1